ClC1=C(OC=2C=C3C(=CNC3=CC2)C(CC)=O)C(=CC(=C1)[N+](=O)[O-])Cl 1-[5-(2,6-dichloro-4-nitrophenoxy)-1H-indol-3-yl]propan-1-one